FC=1C=C(C=C(C1)N1CCC(CC1)C1=CC=CC=C1)CCC#N 3-(3-fluoro-5-(4-phenylpiperidin-1-yl)phenyl)propionitrile